2-(3-(2-(2-Azidoethoxy)ethoxy)propoxy)ethyl 4-methylbenzenesulfonate CC1=CC=C(C=C1)S(=O)(=O)OCCOCCCOCCOCCN=[N+]=[N-]